ClC1=CC=C2C(=N1)N=C(N2)CC=2OC1=C(N2)C=CC=C1C1=C(C=C(C=C1)OC)Cl 2-({5-chloro-1H-imidazo[4,5-b]pyridin-2-yl}methyl)-7-(2-chloro-4-methoxyphenyl)-1,3-benzoxazole